N-[(1-amino-6-isoquinolinyl)methyl]-4-chloro-5-[[(3R)-3-(3-pyridinylamino)pyrrolidin-1-yl]methyl]thiophene-2-carboxamide NC1=NC=CC2=CC(=CC=C12)CNC(=O)C=1SC(=C(C1)Cl)CN1C[C@@H](CC1)NC=1C=NC=CC1